[Co](Cl)Cl.CC=1C=C(C=C(C1)C)C1=NC2=C3N=CC=CC3=CC=C2C=C1 3,5-dimethylphenyl-1,10-phenanthroline cobalt dichloride